1-[(3S)-3-({5-[2-(1,1-difluoroethyl)-1-methyl-1H-imidazol-4-yl]-6-methylpyridin-2-yl}amino)pyrrolidin-1-yl]-2-(3-methoxyphenyl)propan-1-one FC(C)(F)C=1N(C=C(N1)C=1C=CC(=NC1C)N[C@@H]1CN(CC1)C(C(C)C1=CC(=CC=C1)OC)=O)C